COC(C1=CC(=C(C(=C1)C1=CC2=C(NC=N2)C=C1)CO)F)=O 3-fluoro-4-(hydroxymethyl)-5-(1H-benzimidazol-5-yl)benzoic acid methyl ester